C1(=CC=CC=C1)C#CC(=O)C1=CC=C(C=C1)OC 3-phenyl-1-(p-methoxyphenyl)prop-2-yn-1-one